2-(2-methoxyethyl)pyridine-3-carboxylic acid hydrochloride Cl.COCCC1=NC=CC=C1C(=O)O